FC1(CC(CCC1)CNC(C(=O)NC1=CNC2=C1C=NC=C2)=O)F N1-((3,3-difluorocyclohexyl)-methyl)-N2-(1H-pyrrolo[3,2-c]pyridin-3-yl)oxalamide